N'-{5-bromo-6-[1-(3,5-difluorophenyl)ethoxy]-2-methylpyridine-3-yl}-N-ethyl-N-methylimidoformamide BrC=1C=C(C(=NC1OC(C)C1=CC(=CC(=C1)F)F)C)N=CN(C)CC